CC(C)(CCC=C)NC1=C(C=C(C(=N1)C(=O)O)[N+](=O)[O-])C(F)(F)F 6-((2-methylhex-5-en-2-yl)amino)-3-nitro-5-(trifluoromethyl)picolinic acid